BrC1=CC2=C(N=C(N=C2)SC)N=C1NN 6-bromo-7-hydrazineyl-2-(methylthio)pyrido[2,3-d]pyrimidine